Cl.NCCCCCCCCCCCS 11-amino-1-undecane-thiol hydrochloride